C(C(=C)C)(=O)O.CC(CC=C)C 4-methylpentene methacrylate